NC=1SC2=C(N1)CCC(C2)N (-)-2,6-diamino-4,5,6,7-tetrahydrobenzothiazole